BrC=1C=CC(=C(CNC(\C(=C\C2=CNC3=NC=CC=C32)\C#N)=O)C1)C (E)-N-(5-bromo-2-methylbenzyl)-2-cyano-3-(1H-pyrrolo[2,3-b]pyridin-3-yl)acrylamide